(S)-4-(2-(3-Chloro-4-cyanophenyl)-3-methyl-2,8-diazaspiro[4.5]decan-8-yl)-2-fluorobenzoic acid ClC=1C=C(C=CC1C#N)N1CC2(C[C@@H]1C)CCN(CC2)C2=CC(=C(C(=O)O)C=C2)F